C(#N)[C@H]1[C@@H](COCC1)N1N=C(C(=C1)C(=O)N)NC1=CC2=C(C=CB(O2)O)C=C1 1-[trans-4-cyanotetrahydro-2H-pyran-3-yl]-3-[(2-hydroxy-1,2-benzoxaborinin-7-yl)amino]pyrazole-4-carboxamide